3-ethyl-17-fluoro-20-methyl-21-oxa-3,4,11,24-tetraazapentacyclo[20.3.1.02,6.08,13.014,19]hexacosa-1(25),2(6),4,8(13),9,11,14,16,18,22(26),23-undecaen-23-amine C(C)N1C=2C3=CN=C(C(OC(C4=CC(=CC=C4C=4C=NC=CC4CC2C=N1)F)C)=C3)N